NC=1C(=C(C=CC1)C1=C(C(=CC=C1)C=1C=C(C(=NC1)C=O)OC)Cl)Cl 5-(3'-amino-2,2'-dichloro-[1,1'-biphenyl]-3-yl)-3-methoxypyridine-2-carbaldehyde